BrC1=NC=CC=C1N1N=C(N=C1)C=1C(=NC=CN1)C(C)NC(C1=CC(=CC(=C1)C(F)(F)F)C(F)(F)F)=O N-[1-[3-[1-(2-bromo-3-pyridyl)-1,2,4-triazol-3-yl]pyrazin-2-yl]ethyl]-3,5-bis(trifluoromethyl)benzamide